CN(C(=CC(=O)C=1C(=NC(=NC1)C1=CC=CC=C1)OC)C)C 3-(dimethylamino)-1-(4-methoxy-2-(phenyl)pyrimidin-5-yl)-buten-1-one